1-Hydroxy-1,3-dihydrobenzo[c][1,2]oxaborole-5-carboxylic acid OB1OCC2=C1C=CC(=C2)C(=O)O